The molecule is a tertiary amine oxide resulting from the oxidation of the pyrrolidine nitrogen of nicotine. It is a member of pyrrolidine N-oxides and a member of pyridines. It derives from a hydride of a nicotine. C[N+]1(CCCC1C2=CN=CC=C2)[O-]